m-Nitrophenylsulfamic acid sodium salt [Na+].[N+](=O)([O-])C=1C=C(C=CC1)NS([O-])(=O)=O